tert-butyl 1-(hydroxymethyl)-1a,6b-dihydrocyclopropa[b]indole-2(1H)-carboxylate OCC1C2N(C=3C=CC=CC3C21)C(=O)OC(C)(C)C